acrylamidoaspartic acid C(C=C)(=O)NN[C@@H](CC(=O)O)C(=O)O